N1N=CC=2C1=NC=NC2N[C@H](C(=O)O)CCN(CCCCC2=NC=1NCCCC1C=C2)C2CC(C2)(F)F (S)-2-((1H-pyrazolo[3,4-d]pyrimidin-4-yl)amino)-4-((3,3-difluorocyclobutyl)(4-(5,6,7,8-tetrahydro-1,8-naphthyridin-2-yl)butyl)amino)butanoic acid